C(C)OCCCCCOCCCCCOCC 5-ethoxypentyl ether